2-(3-(4'-(diphenylamino)-[1,1'-biphenyl]-4-yl)imidazo[1,5-a]pyridin-1-yl)-1-methylpyridin-1-ium iodide salt [I-].C1(=CC=CC=C1)N(C1=CC=C(C=C1)C1=CC=C(C=C1)C1=NC(=C2N1C=CC=C2)C2=[N+](C=CC=C2)C)C2=CC=CC=C2